5-(4-cyclopropyl-6-methoxy-pyrimidin-5-yl)-3-[[4-[5-methoxy-3-(trifluoromethyl)pyrazol-1-yl]phenyl]methyl]-1H-pyrazolo[4,3-d]pyrimidine C1(CC1)C1=NC=NC(=C1C=1N=CC2=C(N1)C(=NN2)CC2=CC=C(C=C2)N2N=C(C=C2OC)C(F)(F)F)OC